N-((1S,3R)-3-(5-chloro-2,4-difluorobenzyl)-3-(5-(hydroxymethyl)-1,2,4-thiadiazol-3-yl)cyclopentyl)methanesulfonamide ClC=1C(=CC(=C(C[C@]2(C[C@H](CC2)NS(=O)(=O)C)C2=NSC(=N2)CO)C1)F)F